5-Ethyl-6-fluoro-4-(8-fluoro-2-(((2R,7aS)-2-fluorotetrahydro-1H-pyrrolizin-7a(5H)-yl)methoxy)-4-(1,6-diazaspiro[3.5]nonan-6-yl)pyrido[4,3-d]pyrimidin-7-yl)naphthalen-2-ol C(C)C1=C2C(=CC(=CC2=CC=C1F)O)C1=C(C=2N=C(N=C(C2C=N1)N1CC2(CCN2)CCC1)OC[C@]12CCCN2C[C@@H](C1)F)F